(R)-[4-({5-fluoro-4-[(7S)-7-methyl-5-oxa-8-azaspiro[3.5]nonan-8-yl]pyrimidin-2-yl}amino)phenyl](imino)methyl-λ6-sulfanone FC=1C(=NC(=NC1)NC1=CC=C(C=C1)[SH2](=O)C=N)N1[C@H](COC2(CCC2)C1)C